CC1(CC(CC(C1)CCCCC)(C)C)C#N 1,3,3-trimethyl-5-(n-pentyl)cyclohexanecarbonitrile